C(C1=CC=CC=C1)NC1CCN(CC1)C=1C2=C(N=CN1)C(=CS2)C N-benzyl-1-(7-methylthieno[3,2-d]pyrimidin-4-yl)piperidin-4-amine